C(C)OC(C(C(=O)OCC)=C(O)C1=C(C(=C(C=C1)Cl)F)Br)=O ((2-bromo-4-chloro-3-fluorophenyl)(hydroxy)methylene)malonic acid diethyl ester